(1-(3-chlorophenyl)ethyl)-2,3-dimethylaniline ClC=1C=C(C=CC1)C(C)NC1=C(C(=CC=C1)C)C